ClC=1C=C(C=CC1F)NC(=O)C1=C(N=CN1C)C1CC2CC(CC2C1)(C1=CC(=NN1C)NCC(F)(F)F)O N-(3-Chloro-4-fluorophenyl)-4-(5-hydroxy-5-(1-methyl-3-((2,2,2-trifluoroethyl)amino)-1H-pyrazol-5-yl)octahydropentalen-2-yl)-1-methyl-1H-imidazole-5-carboxamide